2,2-bis(4-aminophenyl)1,1,1,3,3,3-hexafluoropropane NC1=CC=C(C=C1)C(C(F)(F)F)(C(F)(F)F)C1=CC=C(C=C1)N